CC1=C(C(=CC(=C1)O[Si](C(C)C)(C(C)C)C(C)C)C)C(C=1C(=CC2=C(COC(N2)=O)C1)[2H])O 6-[(2,6-dimethyl-4-triisopropylsilyloxy-phenyl)-hydroxy-methyl]-1,4-dihydro-3,1-benzoxazin-2-one-7-d